3-[(2,4-dichlorobenzyl)sulfanyl]-5-propyl-[1,2,4]triazolo[4,3-a]pyrimidin-7(8H)-one ClC1=C(CSC2=NN=C3N2C(=CC(N3)=O)CCC)C=CC(=C1)Cl